BrC=1C=C(C=CC1)C1(CC(C1)C)C=1N(C(=NN1)S)C 5-[1-(3-bromophenyl)-3-methyl-cyclobutyl]-4-methyl-1,2,4-triazole-3-thiol